N1CCC12CN(CCC2)C(=O)OC(C)(C)C tert-butyl 1,6-diazaspiro[3.5]nonane-6-carboxylate